IC12CC3(CC(CC(C1)C3)(C2)O)O 1-iodoadamantane-3,5-diol